7-(6-(((1s,2s,3r,5r)-2-fluoro-8-azabicyclo[3.2.1]oct-3-yl)(methyl)amino)-1,2,4-triazin-3-yl)isoquinolin-6-ol F[C@H]1[C@@H]2CC[C@H](C[C@H]1N(C1=CN=C(N=N1)C1=C(C=C3C=CN=CC3=C1)O)C)N2